4-(4-((diethoxythiophosphoryl)oxy)-6-methylpyrimidin-2-yl)butyric acid C(C)OP(=S)(OCC)OC1=NC(=NC(=C1)C)CCCC(=O)O